7-(dibenzylamino)-6-(1-ethyl-1H-pyrazol-4-yl)pyrazolo[1,5-a]pyrimidine-3-carboxylic acid methyl ester COC(=O)C=1C=NN2C1N=CC(=C2N(CC2=CC=CC=C2)CC2=CC=CC=C2)C=2C=NN(C2)CC